(5-((4-chlorobenzyl)oxy)-1,3,4-thiadiazol-2-yl)-6-(hydroxymethyl)-4-(2-methoxyphenyl)nicotinamide ClC1=CC=C(COC2=NN=C(S2)C2=C(C(=O)N)C(=CC(=N2)CO)C2=C(C=CC=C2)OC)C=C1